C(C=C)OC(C(=C(C1=CC=C(C=C1)Cl)C1=CC=C(C=C1)Cl)C1=CC=CC=C1)=C1SCCCS1 2-(1-(Allyloxy)-3,3-bis(4-chlorophenyl)-2-PHENYLALLYLIDENE)-1,3-dithiane